CC=1C(=NC=C(C#N)C1)N1CC=2C=C(C=NC2CC1)NC1=C(C=NC=C1)C 5-methyl-6-(3-((3-methylpyridin-4-yl)amino)-7,8-dihydro-1,6-naphthyridin-6(5H)-yl)nicotinonitrile